FC=1C=C(C=NC1OC)N1N=C(C2=C1CCOCC2)C=2C=NN(C2)C2CN(CC2)C(=O)OC(C)(C)C tert-Butyl 3-(4-(1-(5-fluoro-6-methoxypyridin-3-yl)-4,5,7,8-tetrahydro-1H-oxepino[4,5-c]pyrazol-3-yl)-1H-pyrazol-1-yl)pyrrolidine-1-carboxylate